1-(3-ethyltetrahydropyrimidin-1(2H)-yl)ethan-1-one C(C)N1CN(CCC1)C(C)=O